CSC=1N=C(C=2N=CN([C@H]3[C@H](O)[C@H](O)[C@@H](CO)O3)C2N1)N 2-methylthio-adenosine